CCC1=NC(=C2C(=N1)N=CN2)N ethyladenine